C1(CCCCCC1)[C@@H](C(=O)NC1=NC=C(N=C1)C=1C(=NOC1C)C)NC(=O)C1=CC=NN1C (S)-N-(1-cycloheptyl-2-((5-(3,5-dimethylisoxazol-4-yl)pyrazin-2-yl)amino)-2-oxoethyl)-1-methyl-1H-pyrazole-5-carboxamide